C(C)N(CC)CC=1C=C(C#N)C=CC1 3-((diethylamino)methyl)benzonitrile